C(C)(C)C=1C(=CC(=NC1)NC1=NC(=NS1)C1=NC=CC=C1OC)C(F)(F)F N-(5-isopropyl-4-(trifluoromethyl)pyridin-2-yl)-3-(3-methoxy-pyridin-2-yl)-1,2,4-thiadiazol-5-amine